N[C@H]1CN(CCC1)C(=O)C1=NN(C(=C1)C1=CC=C(C#N)C=C1)C1=CC=C(C=C1)C(F)(F)F (R)-4-(3-(3-aminopiperidine-1-carbonyl)-1-(4-(trifluoromethyl)phenyl)-1H-pyrazole-5-yl)benzonitrile